N2-(2-(6-amino-9H-purin-9-yl)acetyl)-N2-(2-aminoethyl)-D-arginine NC1=C2N=CN(C2=NC=N1)CC(=O)N([C@H](CCCNC(N)=N)C(=O)O)CCN